OC1=C(C(OC1=O)C1OC2(OC1)CCSCC2)[O-].[Ca+2].OC2=C(C(OC2=O)C2OC1(OC2)CCSCC1)[O-] calcium 4-hydroxy-5-oxo-2-(1,4-dioxa-8-thiaspiro[4.5]decan-2-yl)-2,5-dihydrofuran-3-olate